2-(5-amino-3-methoxypyridin-2-yl)ethanol NC=1C=C(C(=NC1)CCO)OC